C(C)(C)C1=C(C=CC=C1)C1=NC=C2NC(N(C2=N1)CC1=CC=C(C=C1)C(=O)N1[C@H](CCC1)C)=O (S)-2-(2-isopropylphenyl)-9-(4-(2-methylpyrrolidine-1-carbonyl)benzyl)-7,9-dihydro-8H-purin-8-one